BrC=1C=C(C=CC1)C1(CC(C1)F)C(=O)N(NC)C(=S)N 2-((1s,3s)-1-(3-bromophenyl)-3-fluorocyclobutanecarbonyl)-N-methylthiosemicarbazide